7-fluoro-5-{[(oxan-4-yl)amino]methyl}-1-(2,2,2-trifluoroethyl)-1H-indol FC=1C=C(C=C2C=CN(C12)CC(F)(F)F)CNC1CCOCC1